tert-butyl 2-(2-bromo-4-chloro-6-methylbenzyl)-6-(((methylsulfonyl)oxy)methyl)morpholine-4-carboxylate BrC1=C(CC2CN(CC(O2)COS(=O)(=O)C)C(=O)OC(C)(C)C)C(=CC(=C1)Cl)C